2,2',2'',2''',2'''',2''''',2''''''-((2S,5S,8S,11S)-1,4,7,10-tetraazacyclododecane-1,2,4,5,7,8,11-heptayl)heptaacetic acid N1([C@H](CN([C@H](CN([C@H](CN[C@H](C1)CC(=O)O)CC(=O)O)CC(=O)O)CC(=O)O)CC(=O)O)CC(=O)O)CC(=O)O